1-butyl-imidazole-3-ium C(CCC)N1C=[NH+]C=C1